(S)-2-(methylamino)-3-(pyridin-3-yl)propionic acid CN[C@H](C(=O)O)CC=1C=NC=CC1